1-[4-(8-[(5-methyl-1H-indazol-4-yl)oxy]-2-{[(2R)-1-methylpyrrolidin-2-yl]methoxy}pyrido[3,4-d]pyrimidin-4-yl)piperazin-1-yl]prop-2-en-1-one CC=1C(=C2C=NNC2=CC1)OC1=NC=CC2=C1N=C(N=C2N2CCN(CC2)C(C=C)=O)OC[C@@H]2N(CCC2)C